C(C)(=O)C=1C(=C(C(=C(C1)Cl)F)C1=CC(=NC=C1)C(=O)N(C)C)OC 4-(3-acetyl-5-chloro-6-fluoro-2-methoxyphenyl)-N,N-dimethylpyridinamide